FC1=CC(=C(C=C1C=1C=NC(=C(C1)C)N1CCOCC1)NC(=O)C1=CNC(C=C1C(F)(F)F)=O)N1C[C@H](N([C@H](C1)C)C)C |r| N-[4-fluoro-5-(5-methyl-6-morpholin-4-ylpyridin-3-yl)-2-[rac-(3R,5S)-3,4,5-trimethylpiperazin-1-yl]phenyl]-6-oxo-4-(trifluoromethyl)-1H-pyridine-3-carboxamide